CSC1=NN=C(S1)C1=C2C(=NO1)C=CC=C2 (5-(methylthio)-1,3,4-thiadiazol-2-yl)benzo[c]isoxazole